3-chloroazetidine ClC1CNC1